1-(2-chloropyridin-3-yl)-N-methylmethylamine ClC1=NC=CC=C1CNC